CNC(=O)C1CC=2C=NC=CC2N1C1=NC(=CC(=C1)C(F)(F)F)C N-methyl-1-(6-methyl-4-(trifluoromethyl)pyridin-2-yl)-2,3-dihydro-1H-pyrrolo[3,2-c]pyridine-2-carboxamide